Bisphenol A Gold [Au].OC1=CC=C(C=C1)C(C)(C)C1=CC=C(C=C1)O